(1S,2S)-N-(8-amino-6-(5-methyl-2-oxo-2,3-dihydrobenzo[d]oxazol-6-yl)isoquinolin-3-yl)-2-cyanocyclopropane-1-carboxamide NC=1C=C(C=C2C=C(N=CC12)NC(=O)[C@@H]1[C@H](C1)C#N)C1=CC2=C(NC(O2)=O)C=C1C